Cl.N[C@H](C(=O)OCC(C)C)C isobutyl (2S)-2-aminopropanoate hydrochloride